C[Se]C The molecule is an organoselenium compound of two methyl groups covalently bound to a selenium. It has a role as a plant metabolite and a bacterial xenobiotic metabolite.